4,4-dimethyl-6-(4,4,5,5-tetramethyl-1,3,2-dioxaborolan-2-yl)-3,4-dihydroisoquinolin-1(2H)-one CC1(CNC(C2=CC=C(C=C12)B1OC(C(O1)(C)C)(C)C)=O)C